C(=O)NC1=CC=C(C=C1)C formyl-para-methylaniline